C(C)OC=1C=C2C=CC(=CC2=CC1)B(O)O 6-ETHOXY-2-NAPHTHALENEBORONIC ACID